FC(C(C(C(C(F)(F)F)(F)F)(F)F)(F)F)(F)F DODECAFLUOROPENTANE